chlorobenzo[d]thiazol-2-amine ClC1=CC=CC2=C1N=C(S2)N